(6-aminohexyl)hexane-1,6-diamine NCCCCCCC(CCCCCN)N